ClC1=C(C=CC=C1)N1C(C(=C(C2=CC=C(N=C12)C(F)(F)F)NC1(CC1)CO)F)=O 1-(2-chlorophenyl)-3-fluoro-4-((1-(hydroxymethyl)cyclopropyl)amino)-7-(trifluoromethyl)-1,8-naphthyridin-2(1H)-one